C12(CC3CC(CC(C1)C3)C2)P(C2=C(C=CC=C2)N2CCOCC2)C23CC1CC(CC(C2)C1)C3 bis(1-adamantyl)-2-morpholinylphenylphosphine